CC1(N(C[C@H]2[C@@H]1CN(C2)C2=CC(=CC=1N2C=NC1)C(F)(F)F)C(C)=O)C |r| Racemic-1-((3aS,6aR)-1,1-dimethyl-5-(7-(trifluoromethyl)imidazo[1,5-a]pyridin-5-yl)hexahydropyrrolo[3,4-c]pyrrol-2(1H)-yl)ethanone